CN1CCN(CCC1)C=1C=CC2=C(C(C3=NC4=CC=CC=C4N=C3C2=O)=O)N1 (4-methyl-1,4-diazepan-1-yl)pyrido[2,3-b]phenazine-5,12-dione